C(CCCCC)OC1=C(C(=O)NC=2C=C3C(=CNC3=CC2)C2CCN(CC2)CCCCC)C=CC=C1 5-(2-hexyloxybenzoyl)amino-3-(1-pentylpiperidin-4-yl)-1H-indole